C(C)(=O)NC1=CC=C(C=C1)[C@H]1N(C[C@@H](CC1)C)C(C(=O)NC=1C=NC=C(C(=O)N)C1)=O 5-(2-((2S,5R)-2-(4-acetamidophenyl)-5-methylpiperidin-1-yl)-2-oxoacetamido)Nicotinamide